FC=1C=2N(C=C(C1)C=1N=C3N(C(C1)=O)N=C(S3)N3CCNC1(CC1)C3)C=C(N2)C 7-(8-fluoro-2-methylimidazo[1,2-a]pyridin-6-yl)-2-(4,7-diazaspiro[2.5]octan-7-yl)-5H-[1,3,4]thiadiazolo[3,2-a]pyrimidin-5-one